7-chloro-2-(2,2'-dimethyl-3'-(pyrido[3,4-b]pyrazin-5-ylamino)-[1,1'-biphenyl]-3-yl)benzol ClC1=CC=2C(=NC=CN2)C(=N1)NC=1C(=C(C=CC1)C1=C(C(=CC=C1)C1=CC=CC=C1)C)C